Triethylamine (E)-3-cyclobutyl-4-hydroxybut-2-en-1-yl-phosphate C1(CCC1)\C(=C/COP(=O)(O)O)\CO.C(C)N(CC)CC